ClC=1C=C(C=C2C=CC(=C(C12)S(=O)(=O)C)F)OCOC 8-Chloro-2-fluoro-6-(methoxymethoxy)-1-(methylsulfonyl)naphthalene